4-(4-Acryloylpiperazin-1-yl)-2-amino-7-(2-aminobenzo[d]thiazol-4-yl)-6-chloro-8-fluoroquinoline-3-carbonitrile C(C=C)(=O)N1CCN(CC1)C1=C(C(=NC2=C(C(=C(C=C12)Cl)C1=CC=CC2=C1N=C(S2)N)F)N)C#N